4-phenyl-N-{2-[4-(propan-2-yl)piperazin-1-yl]phenyl}piperidine-1-carboxamide C1(=CC=CC=C1)C1CCN(CC1)C(=O)NC1=C(C=CC=C1)N1CCN(CC1)C(C)C